ClC1=NC=CC=C1N1C(NC(C2=C(C=C(C=C12)C1CC1)OC)=O)=O 1-(2-Chloropyridin-3-yl)-7-cyclopropyl-5-methoxyquinazoline-2,4(1H,3H)-dione